3-(2,6-dibenzyloxy-3-pyridyl)-1-methyl-indazol-7-ol C(C1=CC=CC=C1)OC1=NC(=CC=C1C1=NN(C2=C(C=CC=C12)O)C)OCC1=CC=CC=C1